N1C(C=NC2=CC=CC=C12)=O Quinoxalone